diisostearyl Malate (Diisostearyl maleate) C(CCCCCCCCCCCCCCC(C)C)/C(=C(/C(=O)O)\CCCCCCCCCCCCCCCC(C)C)/C(=O)O.C(C(O)CC(=O)OCCCCCCCCCCCCCCCC(C)C)(=O)OCCCCCCCCCCCCCCCC(C)C